(S)-3-((4-(3-(3-(methoxycarbonyl)-2-methylphenyl)ureido)benzyl)carbamoyl)pyrrolidine-1-carboxylic acid tert-butyl ester C(C)(C)(C)OC(=O)N1C[C@H](CC1)C(NCC1=CC=C(C=C1)NC(=O)NC1=C(C(=CC=C1)C(=O)OC)C)=O